8-bromo-2-(5-bromo-2-cyclopropyl-pyrazol-3-yl)-6-chloro-3,1-benzoxazin-4-one BrC1=CC(=CC=2C(OC(=NC21)C=2N(N=C(C2)Br)C2CC2)=O)Cl